C1=CC=CC=2C3=CC=CC=C3C(C12)COC(=O)N[C@H](C(=O)O)CC1=CC=C(C=C1)C=1C(=NN(C1)C)C(NC=1C=NC=CC1)=O (S)-2-((((9H-fluoren-9-yl)methoxy)carbonyl)amino)-3-(4-(1-methyl-3-(pyridin-3-ylcarbamoyl)-1H-pyrazol-4-yl)phenyl)propanoic acid